ClC=1C(=C(C(=CC1N1CC2=C(CCC1)C=C(C=C2)F)C)C(C(=O)N)C(C)(C)C)C (3-chloro-4-(7-fluoro-1,3,4,5-tetrahydro-2H-benzo[c]azepin-2-yl)-2,6-dimethylphenyl)-3,3-dimethylbutyramide